tert-Butyl ((1-(2-chloro-5-((1-methyl-1H-pyrazol-4-yl)ethynyl)pyridin-4-yl)-4-fluoropiperidin-4-yl)methyl)(methyl)carbamate ClC1=NC=C(C(=C1)N1CCC(CC1)(F)CN(C(OC(C)(C)C)=O)C)C#CC=1C=NN(C1)C